C(C1=CC=CC=C1)OC1=CC=C(C=C1)C[C@@H](C=1OC(=CN1)C)NC(OC(C)(C)C)=O tert-Butyl (S)-(2-(4-(benzyloxy)phenyl)-1-(5-methyloxazol-2-yl)ethyl)carbamate